gamma-glycidoxypropyl-ethoxydiisopropyl-silane C(C1CO1)OCCC[Si](C(C)C)(C(C)C)OCC